ethyl-3,4,5-triphenoxybenzoate C(C)OC(C1=CC(=C(C(=C1)OC1=CC=CC=C1)OC1=CC=CC=C1)OC1=CC=CC=C1)=O